5-(Trifluoromethyl)-2,3-dihydro-1,4-benzoxathiin FC(C1=CC=CC2=C1SCCO2)(F)F